Dodecamethylenedicarboxylic acid C(=O)(O)CCCCCCCCCCCCC(=O)O